CC=1C=NSC1N1CC=2N=C(N=CC2CC1)NC1=NN2CC(N(CCC2=C1)C(C)C)=O {[7-(4-methyl-1,2-thiazol-5-yl)-5H,6H,7H,8H-pyrido[3,4-d]pyrimidin-2-yl]amino}-6-(propan-2-yl)-4H,5H,6H,7H,8H-pyrazolo[1,5-d][1,4]diazepin-7-one